[Pb](Br)Br.C(CC1=CC=CC=C1)N phenethylamine lead bromide